2,4-bis(2,4-dimethylphenyl)-6-[2-hydroxy-4-(3-hydroxypropyloxy)phenyl]-s-triazine CC1=C(C=CC(=C1)C)C1=NC(=NC(=N1)C1=C(C=C(C=C1)C)C)C1=C(C=C(C=C1)OCCCO)O